FC1(C[C@@H](N(CC1)C1=C(C(=O)NC2=CC(=NC=C2)S(N)(=O)=O)C=C(C=N1)C(F)(F)F)C)F (S)-2-(4,4-difluoro-2-methylpiperidin-1-yl)-N-(2-sulfamoylpyridin-4-yl)-5-(trifluoromethyl)nicotinamide